C1CCC(C1)NC2=C3C(=NC(=N2)Cl)N(C=N3)[C@H]4[C@@H]([C@@H]([C@H](O4)CCl)O)O 2,5''-dichloro-5''-deoxy-N6-cyclopentyladenosine